BrC1=CC=2N(C=C1)N=C(N2)NC(=O)C2CC2 N-(7-bromo-[1,2,4]triazolo[1,5-a]pyridin-2-yl)cyclopropanecarboxamide